BrC1=CC(=C(C(=C1)C)NC(=O)C=1N(N=C(C1)C(F)(F)F)CC(F)F)C(N)=O N-(4-bromo-2-carbamoyl-6-methyl-phenyl)-2-(2,2-difluoroethyl)-5-(trifluoromethyl)pyrazole-3-carboxamide